BrC1=CC(=C(C=C1)N1C(CC(CC1)C(=O)OC)C(=O)OC)[N+](=O)[O-] dimethyl 1-(4-bromo-2-nitrophenyl)piperidine-2,4-dicarboxylate